COC1=CC=C(C=C1)COCCCCN1N=NC2=C1C=CC(=C2C)/C=C/C(=O)OCC ethyl (2E)-3-(1-{4-[(4-methoxyphenyl)methoxy]butyl}-4-methyl-1H-benzotriazol-5-yl)prop-2-enoate